nitrogen, calcium salt [Ca].[N]